(S)-5-methylpyrrolidine C[C@H]1CCCN1